CC(=O)NC(=O)C[C@H]([C@@H]([C@@H](CO)O)O)O acetylaminodeoxyglucose